N1C(=CC2=CC=CC=C12)C1=C(C=2C3C(C(OC2C=C1CCCCC)(C)C)CCC(=C3)C)O 2-(1H-indol-2-yl)-6,6,9-trimethyl-3-pentyl-6a,7,8,10a-tetrahydro-6H-benzo[c]chromen-1-ol